(E)-3-(1H-indazol-6-yl)-N-(3-methyl-2,3-dihydro-1H-inden-1-yl)acrylamide N1N=CC2=CC=C(C=C12)/C=C/C(=O)NC1CC(C2=CC=CC=C12)C